N-[3-(4-Amino-1-methyl-1H-pyrazolo[3,4-d]pyrimidin-3-yl)-2-fluoro-phenyl]-4-methoxy-3-methyl-benzenesulfonamide NC1=C2C(=NC=N1)N(N=C2C=2C(=C(C=CC2)NS(=O)(=O)C2=CC(=C(C=C2)OC)C)F)C